ClC[C@]1([C@H](C[C@@H](O1)N1C(N=C(C=C1)NO)=O)O)CO 1-((2R,4S,5R)-5-(chloromethyl)-4-hydroxy-5-(hydroxymethyl)tetrahydrofuran-2-yl)-4-(hydroxyamino)pyrimidin-2(1H)-one